C(\C=C/C(=O)N)(=O)N.[Ca] calcium maleamide